CC1=C(C2=CC=CC=C2C=C1)O 2-Methyl-1-naphthol